1-[(3-chlorophenyl)methyl]-6-[3-(trifluoromethyl)phenyl]-3H-imidazo[4,5-b]pyridin-2-one ClC=1C=C(C=CC1)CN1C(NC2=NC=C(C=C21)C2=CC(=CC=C2)C(F)(F)F)=O